ClC1=C(OC2=C(C(=O)NC3=CC=C(C(=O)O)C=C3)C=CC(=C2)C(C(F)(F)F)(F)F)C=CC(=C1)F 4-(2-(2-chloro-4-fluorophenoxy)-4-(perfluoroethyl)benzamido)benzoic acid